C(C)(C)(C)OC(CN=C(C1=CC=CC=C1)C1=CC=CC=C1)=O (diphenylmethylene)glycine tert-butyl ester